O.O.P(=O)(O)(O)[O-].[Na+] Natrium dihydrogenphosphat Dihydrat